(5-bromo-1H-1,2,4-triazole-3-carbonyl)piperidine-4-carboxylic acid ethyl ester C(C)OC(=O)C1CCN(CC1)C(=O)C1=NNC(=N1)Br